BrC=1N=C(N(N1)C1OCCCC1)C(CC(C1=C(C=CC(=C1)F)F)O[Si](C)(C)C(C)(C)C)O 1-(5-bromo-2-tetrahydropyran-2-yl-1,2,4-triazol-3-yl)-3-[tert-butyl-(dimethyl)silyl]oxy-3-(2,5-difluorophenyl)propan-1-ol